C=1N=C(N2C1C=CC=C2)SCC(=O)C2=CC=C(S2)CCNC(C)=O N-(2-(5-(2-(imidazo[1,5-a]pyridin-3-ylthio)acetyl)thiophen-2-yl)ethyl)acetamide